4-(2-cyano-3,5-dicyclohexylphenyl)piperazine-1-carboxylic acid tert-butyl ester C(C)(C)(C)OC(=O)N1CCN(CC1)C1=C(C(=CC(=C1)C1CCCCC1)C1CCCCC1)C#N